(S)-2-amino-3-(2-fluoro-4-(3-(methyl-d3)-2-oxo-2,3-dihydrobenzo[d]oxazole-5-yl)phenyl)propionitrile N[C@H](C#N)CC1=C(C=C(C=C1)C=1C=CC2=C(N(C(O2)=O)C([2H])([2H])[2H])C1)F